4-((2-(2-(2-azidoethoxy)ethoxy)ethyl)amino)-2-(2,6-dioxopiperidin-3-yl)isoindoline-1,3-dione N(=[N+]=[N-])CCOCCOCCNC1=C2C(N(C(C2=CC=C1)=O)C1C(NC(CC1)=O)=O)=O